ethyl 4-(6-bromo-4-fluoro-5-methoxy-isoindolin-2-yl)-4-oxo-butyrate BrC1=C(C(=C2CN(CC2=C1)C(CCC(=O)OCC)=O)F)OC